N-2-naphthyl-3-{[4-(7H-pyrrolo[2,3-d]pyrimidin-4-yl)-1H-pyrazol-1-yl]methyl}-benzamide C1=C(C=CC2=CC=CC=C12)NC(C1=CC(=CC=C1)CN1N=CC(=C1)C=1C2=C(N=CN1)NC=C2)=O